3-amino-2-bromo-6-chloro-isonicotinic acid NC1=C(C(=O)O)C=C(N=C1Br)Cl